C(C)(=O)O[N+](C)(C)CCCNC(CCCCCCCCCCC)=O ([3-(dodecanoylamino)propyl] (dimethyl)ammonio) acetate